O1[C@H](CCCC1)C=1C=C2C(=CC=NC2=CC1)C(=O)O |r| rac-(R)-6-(tetrahydro-2H-pyran-2-yl)quinoline-4-carboxylic acid